(2S,4R)-N-((R)-3-([1,1'-biphenyl]-4-yl)-1-amino-1-oxopropan-2-yl)-1-((S)-2-(4-benzyl-1H-1,2,3-triazol-1-yl)-3,3-dimethylbutyryl)-4-hydroxypyrrolidine-2-carboxamide C1(=CC=C(C=C1)C[C@H](C(=O)N)NC(=O)[C@H]1N(C[C@@H](C1)O)C([C@H](C(C)(C)C)N1N=NC(=C1)CC1=CC=CC=C1)=O)C1=CC=CC=C1